ClC=1C(=C(C=CC1)C=1CCOC2=C(C1C1=CC=C(C=C1)O[C@@H]1CN(CC1)CCCF)C=CC(=C2)O)C 4-(3-chloro-2-methyl-phenyl)-5-[4-[(3S)-1-(3-fluoropropyl)pyrrolidin-3-yl]oxyphenyl]-2,3-dihydro-1-benzoxepin-8-ol